3-(4,4-difluoropiperidin-1-yl)-4-(isoxazol-3-yl)aniline FC1(CCN(CC1)C=1C=C(N)C=CC1C1=NOC=C1)F